(E)-2,5-dimethylpiperazine-1-carboxylate CC1N(CC(NC1)C)C(=O)[O-]